C(C(CS)O)O alpha-monothioglycerol